3-(4-pyridyl)-1H-indole N1=CC=C(C=C1)C1=CNC2=CC=CC=C12